C(C)OC1=C(N=C(O1)CCC1=CC=C(C=C1)OC)C(C)C 5-ethoxy-4-isopropyl-2-(4-methoxyphenylethyl)oxazole